tris(hydroxyphenyl)methane OC1=C(C=CC=C1)C(C1=C(C=CC=C1)O)C1=C(C=CC=C1)O